COC1=C(C=CC=C1)C=1N=C(N2C1OC=C2)C2=CC=C(C#N)C=C2 4-(7-(2-methoxyphenyl)imidazo[5,1-b]oxazol-5-yl)benzonitrile